3-cyclopropyl-3-(7-(piperidin-4-ylmethoxy)-2,3-dihydrobenzofuran-5-yl)propionic acid methyl ester COC(CC(C=1C=C(C2=C(CCO2)C1)OCC1CCNCC1)C1CC1)=O